C(C(C)C)[C@H]1C(N(CCN1)[C@H](C(=O)N1CCC2(CNC(N2)=O)CC1)CC(C)C)=O 8-{(S)-2-[(S)-3-Isobutyl-2-oxo-1-piperazinyl]-4-methylvaleryl}-1,3,8-triaza-2-spiro[4.5]decanone